FC(CN1N=C(C2=CC=CC=C12)N)(F)F 1-(2,2,2-trifluoroethyl)-1H-indazol-3-amine